C(C=C)OC(=O)C1=NN(C2=CC=CC(=C2C1=O)S(=O)(=O)C)C1=CC=C(C=C1)OC(F)(F)F 5-methylsulfonyl-4-oxo-1-[4-(trifluoromethoxy)phenyl]cinnoline-3-carboxylic acid allyl ester